1-((5-fluoro-6-(3-oxopiperazin-1-yl)pyridin-3-yl)-methyl)-3-(4-(2-(4-meth-oxyphenyl)propan-2-yl)-thiazol-2-yl)urea FC=1C=C(C=NC1N1CC(NCC1)=O)CNC(=O)NC=1SC=C(N1)C(C)(C)C1=CC=C(C=C1)OC